N-((1r,4r)-4-aminocyclohexyl)-1-benzyl-3-methyl-1H-pyrazole-5-carboxamide hydrochloride Cl.NC1CCC(CC1)NC(=O)C1=CC(=NN1CC1=CC=CC=C1)C